C(#N)C=1C(=NC(=NC1)NC=1C(=CC(=C(C1)NC(C=C)=O)N(C)CCN(C)C)OC)N1C(N2CCCC3=CC(=CC1=C23)F)=O N-(5-((5-cyano-4-(8-fluoro-2-oxo-5,6-dihydro-4H-imidazo[4,5,1-ij]quinolin-1(2H)-yl)pyrimidin-2-yl)amino)-2-((2-(dimethylamino)ethyl)(methyl)amino)-4-methoxyphenyl)acrylamide